N-(cyclopropanesulfonyl)-6-[(1s,4s,5r)-5-{[3-(2,6-dichlorophenyl)-5-(1-fluorocyclopropyl)-1,2-oxazol-4-yl]methoxy}-2-azabicyclo[2.2.1]heptan-2-yl]pyridine-3-carboxamide Calcium [Ca].C1(CC1)S(=O)(=O)NC(=O)C=1C=NC(=CC1)N1[C@@H]2C[C@H]([C@H](C1)C2)OCC=2C(=NOC2C2(CC2)F)C2=C(C=CC=C2Cl)Cl